N-[5-[6-[(3-methoxy-5-methyl-phenyl)-methyl-carbamoyl]imidazo[1,2-a]pyridin-3-yl]-2-pyridinyl]carbamic acid methyl ester COC(NC1=NC=C(C=C1)C1=CN=C2N1C=C(C=C2)C(N(C)C2=CC(=CC(=C2)C)OC)=O)=O